C(C)(C)(C)OC(NC1=CC(=NC(=C1)C(F)(F)F)CO)=O (2-(hydroxymethyl)-6-(trifluoromethyl)pyridin-4-yl)carbamic acid tert-butyl ester